C1(CC1)C(CNC=1N=CC2=C(N1)NC=C2C=2C=C(C1=C(N(C(=N1)C)C(C)C)C2)F)(F)F N-(2-cyclopropyl-2,2-difluoroethyl)-5-(4-fluoro-1-isopropyl-2-methyl-1H-benzo[d]imidazol-6-yl)-7H-pyrrolo[2,3-d]pyrimidin-2-amine